(S)-N-(2-((6-oxo-5-(trifluoromethyl)-1,6-dihydropyridazin-4-yl)amino)propoxy)-2-(1-(thiazol-2-yl)piperidin-4-yl)acetamide methyl-(2R)-2-(tert-butoxycarbonylamino)-3-iodo-propanoate COC([C@H](CI)NC(=O)OC(C)(C)C)=O.O=C1C(=C(C=NN1)N[C@H](CONC(CC1CCN(CC1)C=1SC=CN1)=O)C)C(F)(F)F